N1,N6-bis(3,3-dimethylbutan-2-yl)hexane-1,6-diamine CC(C(C)NCCCCCCNC(C)C(C)(C)C)(C)C